4-[5-(aminomethyl)pyrimidin-2-yl]-3-[6-(2-methoxyethoxy)-2-methylpyrimidin-4-yl]oxybenzonitrile NCC=1C=NC(=NC1)C1=C(C=C(C#N)C=C1)OC1=NC(=NC(=C1)OCCOC)C